C(CCCCCCC\C=C/CCCCCCCC)(=O)O.OC[C@H](O)[C@@H](O)[C@H](O)[C@H](O)CO.C(CCCCCCC\C=C/CCCCCCCC)(=O)O.C(CCCCCCC\C=C/CCCCCCCC)(=O)O.OC[C@H](O)[C@@H](O)[C@H](O)[C@H](O)CO sorbitol Sesquioleate